(4-(1-cyclopropyl-4-(trifluoromethyl)-1H-imidazol-2-yl)benzyl)-2-(4-cyclopropyl-6-methoxypyrimidin-5-yl)benzo[d]oxazole C1(CC1)N1C(=NC(=C1)C(F)(F)F)C1=CC=C(CC2=CC=CC3=C2N=C(O3)C=3C(=NC=NC3OC)C3CC3)C=C1